1-isopropyl-3-(4-(tert-butylsulfonyl)phenyl)-5-methyl-pyrazole-4-ol C(C)(C)N1N=C(C(=C1C)O)C1=CC=C(C=C1)S(=O)(=O)C(C)(C)C